N1=CN=C(C2=C1SC1=C2CCCCC1)NN=CC=1C=C2C=CNC2=CC1 1H-indole-5-carbaldehyde-6,7,8,9-tetrahydro-5H-cyclohepta[4,5]thieno[2,3-d]pyrimidin-4-ylhydrazone